C(OCCCCCCCC)OB(O)O 2-oxadecyl-boric acid